FC(C1(CC1)NC(OC[C@H](C1=CC(=C(C=C1)Cl)C(N)=O)N)=O)(F)F (S)-2-amino-2-(3-carbamoyl-4-chlorophenyl)ethyl (1-(trifluoromethyl)cyclopropyl)carbamate